C(=CC1=CC=CC=C1)CC[Si](OCC)(OCC)OCC 2-styrylethyl-(triethoxy)silane